N-methyl-N-((1-(3-nitrophenyl)-1H-tetrazol-5-yl)methyl)tetrahydro-2H-pyran-4-amine CN(C1CCOCC1)CC1=NN=NN1C1=CC(=CC=C1)[N+](=O)[O-]